ClC=1C=C(CN2C=CC=3C(=CC=CC23)C(=O)O)C=CC1C(F)(F)F 1-(3-chloro-4-(trifluoromethyl)benzyl)-1H-indole-4-carboxylic acid